(hydroxymethyl)piperazin-2-one OCN1C(CNCC1)=O